ethyl (E)-3-(4-chloro-2-methyl-6-(methylamino)pyrimidin-5-yl)acrylate ClC1=NC(=NC(=C1/C=C/C(=O)OCC)NC)C